S1N=CC=NC1 6H-1,2,5-thiadiazine